C=N[C@@H](CCCCN)C(=O)O methylenelysine